4-Nitro-3-octanoylbenzoic acid [N+](=O)([O-])C1=C(C=C(C(=O)O)C=C1)C(CCCCCCC)=O